2-((6-(2-fluoropropan-2-yl)-2-methyl-1,4-dihydropyridin-3-yl)sulfonyl)-6-(2-oxaspiro[3.3]heptan-6-yl)-2,6-diazaspiro[3.3]heptane FC(C)(C)C1=CCC(=C(N1)C)S(=O)(=O)N1CC2(C1)CN(C2)C2CC1(COC1)C2